BrC=1C=C2C=C(N=CC2=CC1)NC(=O)C1CCNCC1 N-(6-bromoisoquinolin-3-yl)piperidine-4-carboxamide